[2-(2-aminophenyl)ethynyl]benzonitrile NC1=C(C=CC=C1)C#CC1=C(C#N)C=CC=C1